ClC1=CC=C2C(=NN(C2=C1)C=1C=NC=CC1)C(C)N1N=C(C=2C1=NC=NC2N)C=2C=NN(C2)C (1-(6-chloro-1-(pyridin-3-yl)-1H-indazol-3-yl)ethyl)-3-(1-methyl-1H-pyrazol-4-yl)-1H-pyrazolo[3,4-d]pyrimidin-4-amine